2-fluoro-5-trifluoromethyl-aniline FC1=C(N)C=C(C=C1)C(F)(F)F